3-(2-Fluorophenyl)-5-methyl-pyrazol-4-ol FC1=C(C=CC=C1)C1=NNC(=C1O)C